(S)-(4-chlorophenyl)-(pyridine-2-yl)-methanol ClC1=CC=C(C=C1)[C@H](O)C1=NC=CC=C1